2-(methylsulfonyl)-N-(4-((4-(3-((2-((1S)-1-((tetrahydro-2H-pyran-2-yl)oxy)ethyl)-1H-imidazole-1-yl)methyl)isoxazol-5-yl)phenyl)ethynyl)benzyl)ethan-1-amine CS(=O)(=O)CCNCC1=CC=C(C=C1)C#CC1=CC=C(C=C1)C1=CC(=NO1)CN1C(=NC=C1)[C@H](C)OC1OCCCC1